C(CCC)C1=C(C(=C(C(=N1)O)C(=O)N1CC(CC1)C1=NC=CC=C1F)O)C1=C(C=CC=C1OC)OC 6-butyl-5-(2,6-dimethoxyphenyl)-3-[3-(3-fluoropyridin-2-yl)pyrrolidine-1-carbonyl]pyridine-2,4-diol